FC(C(C)(C)O)(F)C=1C(=C(C=CC1)[C@@H](C)NC1=NC(=NC2=CC3=C(C=C12)[C@](C(N3C)=O)(C)COC)C)F (R)-4-(((R)-1-(3-(1,1-difluoro-2-hydroxy-2-methylpropyl)-2-fluorophenyl)ethyl)amino)-6-(methoxymethyl)-2,6,8-trimethyl-6,8-dihydro-7H-pyrrolo[3,2-g]quinazolin-7-one